FC=1C=C(C=C(C1)F)S(=O)(=O)C(C)(C)C1CCN(CC1)C(=O)NC1=CC=NS1 4-(2-((3,5-difluoro-phenyl)sulfonyl)propan-2-yl)-N-(isothiazol-5-yl)piperidine-1-carboxamide